[Br-].C(CCCC)[N+](CCCCC)(CCCCC)CCCCC tetra-amyl-ammonium bromide